CC1=C(C=CC=C1C)C1CCN(CC1)C(CN1N=C(C=2CCCCC12)C(=O)N1CCC(CC1)(O)CF)=O 1-(4-(2,3-Dimethylphenyl)piperidin-1-yl)-2-(3-(4-(fluoromethyl)-4-hydroxypiperidin-1-carbonyl)-4,5,6,7-tetrahydro-1H-indazol-1-yl)ethanon